3-chloro-N-methyl-5-((1-oxo-6-(5-(trifluoromethyl)-1H-pyrazol-4-yl)isoquinolin-2(1H)-yl)methyl)benzamide ClC=1C=C(C(=O)NC)C=C(C1)CN1C(C2=CC=C(C=C2C=C1)C=1C=NNC1C(F)(F)F)=O